(3R,4S,8R,9S,10S)-N-(4-cyclopropoxyphenyl)-10-((dimethylamino)methyl)-3,4-dihydroxy-9-(4-(phenylethynyl)phenyl)-1,6-diazabicyclo[6.2.0]decane-6-carboxamide C1(CC1)OC1=CC=C(C=C1)NC(=O)N1C[C@@H]([C@@H](CN2[C@@H]([C@@H]([C@@H]2C1)C1=CC=C(C=C1)C#CC1=CC=CC=C1)CN(C)C)O)O